[C@H]12CNC[C@H](N([C@H]1C(=O)OC)C(=O)OCC[Si](C)(C)C)C2 7-Methyl 6-(2-(trimethylsilyl)ethyl) (1S,5R,7R)-3,6-diazabicyclo[3.2.1]octane-6,7-dicarboxylate